C1(=CC(=CC=C1)S(=O)(=O)[O-])S(=O)(=O)[O-].[Na+].[Na+] sodium 1,3-benzenedisulfonate